3-(6-(2-chloro-5-methoxypyridin-3-yl)-3-(5-fluoroisoquinolin-4-yl)-2,4-dioxo-3,4-dihydrothieno[3,2-d]pyrimidin-1(2H)-yl)propanenitrile ClC1=NC=C(C=C1C1=CC=2N(C(N(C(C2S1)=O)C1=CN=CC2=CC=CC(=C12)F)=O)CCC#N)OC